(2s)-2-amino-4-(3-cyclohexyl-4,4,4-trifluorobutylsulfonimidoyl)butanoic acid N[C@H](C(=O)O)CCS(=O)(=N)CCC(C(F)(F)F)C1CCCCC1